[Ca+2].N(C(C(=O)[O-])CC(=O)[O-])C(C(=O)[O-])CC(=O)[O-].[Ca+2] iminodisuccinate calcium